C(C=CC=CCCCCC)(=O)[O-] decadienoate